tridecanedi-oic acid C(CCCCCCCCCCCC(=O)O)(=O)O